C1(C=CC(N1N(C(CC)=O)C(COCCOCCOCCOCCOCCOCCOCCOCCOCCOCCOCCOCCOCCOCCOCCOCCOCCOCCOCCOCCOCCOCCOCCO)O)=O)=O (N-maleimidopropionamido)-tetracosaethyleneglycol